(S)-N-(5-([1,2,4]triazolo[4,3-b]pyridazin-6-yl)-2-methylphenyl)-3-phenylisoxazolidine-2-carboxamide N=1N=CN2N=C(C=CC21)C=2C=CC(=C(C2)NC(=O)N2OCC[C@H]2C2=CC=CC=C2)C